(S)-N-((R)-4,4-difluoro-1-((1-hydroxycyclopropyl)methyl)pyrrolidin-3-yl)-4-(3-(5-fluoro-2-methoxypyridin-4-yl)-1H-pyrazole-5-carbonyl)-4-azaspiro[2.5]Octane-7-carboxamide FC1([C@@H](CN(C1)CC1(CC1)O)NC(=O)[C@H]1CCN(C2(CC2)C1)C(=O)C1=CC(=NN1)C1=CC(=NC=C1F)OC)F